COC1=NC=C(C(=N1)OC)N1CC2=C(N=CN=C2)CC1 6-(2,4-Dimethoxy-pyrimidin-5-yl)-5,6,7,8-tetrahydro-pyrido[4,3-d]pyrimidin